NC1=NC(=NC(=C1C=O)C1CCC1)N1C[C@@H](O[C@@H](C1)C)C=1C=NN(C1)C1CC1 4-amino-6-cyclobutyl-2-[(2S,6R)-2-(1-cyclopropylpyrazol-4-yl)-6-methyl-morpholin-4-yl]pyrimidine-5-carbaldehyde